O1CCCN2N=C3C=CC(=CC3=C21)C=2N=C1N(C(C2C)=O)C=C(C=C1C(C)NC1=C(C(=O)O)C=CC=C1)C 2-((1-(2-(3,4-dihydro-2H-[1,3]oxazino[3,2-b]indazol-9-yl)-3,7-dimethyl-4-oxo-4H-pyrido[1,2-a]pyrimidin-9-yl)ethyl)amino)benzoic acid